N4-(5-methyl-1H-pyrazol-3-yl)-N2-((3-exo)-8-(pyridin-2-ylsulfonyl)-8-azabicyclo[3.2.1]octan-3-yl)thieno[2,3-d]pyrimidine-2,4-diamine CC1=CC(=NN1)NC=1C2=C(N=C(N1)NC1CC3CCC(C1)N3S(=O)(=O)C3=NC=CC=C3)SC=C2